7-(Benzofuran-5-yl)-2,4-dimethyl-N-((6-methyl-4-(methylthio)-2-oxo-1,2-dihydropyridin-3-yl)methyl)-2-(1-(2,2,2-trifluoroethyl)piperidin-4-yl)benzo[d][1,3]dioxole-5-carboxamide O1C=CC2=C1C=CC(=C2)C2=CC(=C(C1=C2OC(O1)(C1CCN(CC1)CC(F)(F)F)C)C)C(=O)NCC=1C(NC(=CC1SC)C)=O